1-(2'-deoxy-2'-fluoro-β-D-arabinofuranosyl)-5-ethyluracil CCC1=CN(C(=O)NC1=O)[C@@H]2[C@H]([C@@H]([C@H](O2)CO)O)F